C(C1=CC=CC=C1)(=O)C(=C)C=C 2-benzoyl-1,3-butadiene